2-(2,6-Dioxopiperidin-3-yl)-4-((7-(methylamino)spiro[3.5]nonan-2-yl)amino)isoindoline-1,3-dione hydrochloride Cl.O=C1NC(CCC1N1C(C2=CC=CC(=C2C1=O)NC1CC2(C1)CCC(CC2)NC)=O)=O